ClC1=C2C(=NC=C1OC=1C=NN3C1C=NC=C3)N=C(N2C)NC=2C(N(C=C(C2)C(F)(F)F)[C@@H]2[C@@H](CC2)O)=O 3-((7-chloro-1-methyl-6-(pyrazolo[1,5-a]pyrazin-3-yloxy)-1H-imidazo[4,5-b]pyridin-2-yl)amino)-1-((1S,2R)-2-hydroxycyclobutyl)-5-(trifluoromethyl)pyridin-2(1H)-one